(4-Phenylbutyryl)glycine C1(=CC=CC=C1)CCCC(=O)NCC(=O)O